5-[6-(2-aminoethoxy)-1-fluoro-3-hydroxy-5,6,7,8-tetrahydronaphthalen-2-yl]-1λ6,2,5-thiadiazolidine-1,1,3-trione NCCOC1CC=2C=C(C(=C(C2CC1)F)N1CC(NS1(=O)=O)=O)O